C1(CC1)C=1N=C(N2C1CNCC2)C=C 1-cyclopropyl-3-vinyl-5,6,7,8-tetrahydroimidazo[1,5-a]pyrazine